N-[2-(stearoylamino)ethyl]octadecanoamide C(CCCCCCCCCCCCCCCCC)(=O)NCCNC(CCCCCCCCCCCCCCCCC)=O